C(C)N1C(NC2=C(C1=O)N=C(C(=C2)CN2CCN(CC2)C=2C=CC(=NC2)C(=O)NC)F)=O 5-(4-((3-ethyl-6-fluoro-2,4-dioxo-1,2,3,4-tetrahydropyrido[3,2-d]pyrimidin-7-yl)methyl)piperazin-1-yl)-N-methylpicolinamide